Tetradeca-ene C=CCCCCCCCCCCCC